NC=1N=NC(=CC1N1C[C@@H](OCC1)C1=CC=C(C(=O)N2CCC(CC2)CN2CCC(CC2)N2C(=CC3=C(C=CC=C23)N2C(NC(CC2)=O)=O)C)C=C1)C1=C(C=CC=C1)O (S)-1-(1-(1-((1-(4-(4-(3-Amino-6-(2-hydroxyphenyl)pyridazin-4-yl)morpholin-2-yl)benzoyl)piperidin-4-yl)methyl)piperidin-4-yl)-2-methyl-1H-indol-4-yl)dihydropyrimidine-2,4(1H,3H)-dione